CNC=1C(=CC=CC1)C.C1=C(C=CC2=CC=CC=C12)S(=O)O β-naphthalenesulfinic acid N-methyltoluidine salt